C(#N)C1=C(C=C(C(N1C1=CC=C(C=C1)F)=O)C(=O)O)C1CC1 6-cyano-5-cyclopropyl-1-(4-fluorophenyl)-2-oxo-1,2-dihydropyridine-3-carboxylic acid